FC(C1=CC=C(OC=2C=CC=C3C(CCOC23)=O)C=C1)(F)F 8-{4-(trifluoromethyl)phenoxy}chroman-4-one